Stearyl-dimethylaminoacetic acid C(CCCCCCCCCCCCCCCCC)C(C(=O)O)N(C)C